4-((6-cyclopropylpyridin-3-yl)methyl)piperidine-4-carbonitrile hydrochloride Cl.C1(CC1)C1=CC=C(C=N1)CC1(CCNCC1)C#N